C(#N)C=1C=C(C(=NC1)C(=O)NC=1C=C2C(=NNC2=CC1)N1C(OC=C1)=O)C 5-Cyano-3-methyl-N-(3-(2-oxooxazol-3(2H)-yl)-1H-indazol-5-yl)picolinamide